sodium iodobenzene diacetate C(C)(=O)[O-].C(C)(=O)[O-].IC1=CC=CC=C1.[Na+].[Na+]